4-bromo-N-(1-hydroxy-2-methylpropan-2-yl)benzamide CC(C)(CO)NC(=O)C1=CC=C(C=C1)Br